(R)-N-(1-cyclopropylethyl)-5-(4-(trifluoromethyl)phenoxy)-2-naphthamide C1(CC1)[C@@H](C)NC(=O)C1=CC2=CC=CC(=C2C=C1)OC1=CC=C(C=C1)C(F)(F)F